C(CC)NC(O[C@H]1C[C@H](CC1)C1=CC(=NN1)NC(CC=1C=NC(=CC1)OC)=O)=O (1R,3S)-3-(3-{[(6-methoxypyridin-3-yl)acetyl]amino}-1H-pyrazol-5-yl)cyclopentyl propylcarbamate